3-benzyl-1-(trans-4-((5-cyanopyridin-2-yl)amino)cyclohexyl)-1-(4-(2-furyl)phenyl)urea C(C1=CC=CC=C1)NC(N(C1=CC=C(C=C1)C=1OC=CC1)[C@@H]1CC[C@H](CC1)NC1=NC=C(C=C1)C#N)=O